2,3-dibutyl-6-chlorothieno[2,3-d]pyrimidin-4(3H)-one C(CCC)C=1N(C(C2=C(N1)SC(=C2)Cl)=O)CCCC